CC=1C(=NC=CC1)S(=O)(=O)NC=1C=CC=C2CCCNC12 3-methyl-N-(1,2,3,4-tetrahydroquinolin-8-yl)pyridine-2-sulfonamide